FC(CN1N=C(C(=C1)C1=NC=NC2=CC(=C(C=C12)C1(CC1)O)OC)C1=CC=CC=C1)F 1-(4-(1-(2,2-difluoroethyl)-3-phenyl-1H-pyrazol-4-yl)-7-methoxyquinazolin-6-yl)cyclopropan-1-ol